O1CCN(CC1)CCCCOC1=C2C=C(C(=CC2=C(C=2C(OCC21)=O)C2=CC1=C(OCO1)C=C2)OC)OC 4-(4-morpholinobutoxy)-9-(benzo[d][1,3]dioxol-5-yl)-6,7-dimethoxynaphtho[2,3-c]furan-1(3H)-one